O1CCC(CC1)C1=C(C=CC(=C1)S(=O)(=O)N)S(=O)(=O)N (tetrahydro-2H-pyran-4-yl)benzene-1,4-disulfonamide